C(#N)C(C)C=1N(C(=NC1COCC)C1=C(C=CC=C1)C#N)COCC 1-cyanoethyl-2-cyanophenyl-3,5-diethoxymethylimidazole